O=C[13C@H](O)[C@H](O)[C@H](O)[13CH2]O D-Ribose-2,5-13C2